BrC1=CC=C2C(=NN=C(C2=C1)NC(C)C1=C(C(=CC(=C1)[N+](=O)[O-])C(F)(F)F)C)C 7-bromo-4-methyl-N-(1-(2-methyl-5-nitro-3-(trifluoromethyl)phenyl)ethyl)phthalazin-1-amine